C(C)(=O)N acetaMide